C(C)(C)(C)OC(=O)N(CC(C(C(=O)OCC)(C)F)O)CC1=CC=C(C=C1)OC Ethyl 4-{(tert-butoxycarbonyl)[(4-methoxyphenyl)methyl]amino}-2-fluoro-3-hydroxy-2-methylbutanoate